3,6-dichloro-6-pyridinecarboxylic acid chloride ClC1=CNC(C=C1)(C(=O)Cl)Cl